5-(3-phenyl-1,2,4-oxadiazol-5-yl)-1H-1,2,3-benzotriazole C1(=CC=CC=C1)C1=NOC(=N1)C1=CC2=C(NN=N2)C=C1